(Z)-5-(isoquinolin-4-ylmethylene)-3-methylimidazolidine-2,4-dione C1=NC=C(C2=CC=CC=C12)\C=C/1\C(N(C(N1)=O)C)=O